NC1=CC=C(C=N1)C1=CC2=C(N(C=N2)C2=CC(=C(C(=O)NCC(F)(F)F)C(=C2)OC)OC)C=C1 4-[5-(6-amino-3-pyridyl)benzimidazol-1-yl]-2,6-dimethoxy-N-(2,2,2-trifluoro-ethyl)benzamide